7-(6-(((1S,2S,3R,5R)-2-fluoro-8-methyl-8-azabicyclo[3.2.1]octan-3-yl)(methyl)amino)pyridazin-3-yl)-6-hydroxy-4H-chromen-4-one F[C@H]1[C@@H]2CC[C@H](C[C@H]1N(C1=CC=C(N=N1)C1=C(C=C3C(C=COC3=C1)=O)O)C)N2C